ClC=1C=CC(=NC1)O[C@@H]1C[C@@H]2CN([C@H]1CC2)C(=O)C2=C(C(=CC=C2)F)N2N=CC=N2 ((1S,4R,6R)-6-((5-chloropyridin-2-yl)oxy)-2-azabicyclo[2.2.2]oct-2-yl)(3-fluoro-2-(2H-1,2,3-triazol-2-yl)phenyl)methanone